ClC1=NC=CC(=N1)C1(CC1)C(=O)OC Methyl 1-(2-chloropyrimidin-4-yl)cyclopropanecarboxylate